(E)-3-(4-isopropylphenyl)but-2-enal C(C)(C)C1=CC=C(C=C1)/C(=C/C=O)/C